tert-butyl (1-(2-chloro-3-fluorophenyl)-2-(cyclopropylamino)ethyl)carbamate ClC1=C(C=CC=C1F)C(CNC1CC1)NC(OC(C)(C)C)=O